BrC1=NN(C2=CC(=CC=C12)NCC(=O)N1CCN(CC1)C(=O)OC(C)(C)C)C Tert-butyl 4-(2-((3-bromo-1-methyl-1H-indazol-6-yl)amino)acetyl)piperazine-1-carboxylate